1-cyclobutyl-N-((6-((4-(6-methoxy-1H-indazol-4-yl)-1H-1,2,3-triazol-1-yl)methyl)-1H-indole-2-yl)methyl)methylamine C1(CCC1)CNCC=1NC2=CC(=CC=C2C1)CN1N=NC(=C1)C1=C2C=NNC2=CC(=C1)OC